C(C)OC(=O)C1=CN=C(S1)N1CCN(CC1)C(C)C1=CC2=C(OCCO2)C=C1 2-(4-(1-(2,3-dihydrobenzo[b][1,4]dioxin-6-yl)ethyl)piperazin-1-yl)thiazole-5-carboxylic acid ethyl ester